(cis)-[4-[6-fluoro-2-(4-methoxycyclohexyl)-3H-imidazo[4,5-b]pyridin-7-yl]-1-piperidyl]-[4-(trifluoromethoxy)phenyl]methanone FC=1C(=C2C(=NC1)NC(=N2)[C@@H]2CC[C@@H](CC2)OC)C2CCN(CC2)C(=O)C2=CC=C(C=C2)OC(F)(F)F